CNC(=O)C=1C(=NC=C(C1)C(F)(F)F)N1CCN(CC1)C(=O)OC(C)(C)C tert-butyl 4-(3-(methylcarbamoyl)-5-(trifluoromethyl)pyridin-2-yl)piperazine-1-carboxylate